CC=1C=C(CNC(=O)[C@H]2N3C4=C(C=CC=C4C2)CC[C@@H](C3=O)NC([C@H]([C@H](CC)C)NC(COCCF)=O)=O)C=CC1 (2S,5S)-5-{(2S,3S)-2-[2-(2-Fluoro-ethoxy)-acetylamino]-3-methyl-pentanoylamino}-4-oxo-1,2,4,5,6,7-hexahydro-azepino[3,2,1-hi]indole-2-carboxylic acid 3-methyl-benzylamide